C(C)(C)(C)C1=CN=C(O1)CSC1=CN=C(S1)NC(=O)C1CCN(CC1)C1CCN(CC1)CC1=CC(=C(C=C1)C1C(NC(CC1)=O)=O)F N-(5-(((5-(tert-butyl)oxazol-2-yl)methyl)thio)thiazol-2-yl)-1'-(4-(2,6-dioxopiperidin-3-yl)-3-fluorobenzyl)-[1,4'-bipiperidine]-4-carboxamide